BrC=1C=C2C(=NC1)NC=C2C[NH+](C)C 1-(5-bromo-1H-pyrrolo[2,3-b]pyridin-3-yl)-N,N,N-trimethylammonium